[N+](=O)([O-])C1=C(C=C(C=C1)C1=CC=CC=C1)CC(=O)N 2-(4-nitro-[1,1'-biphenyl]-3-yl)acetamide